N1-(2-aminopyrimidin-5-yl)-N3-methyl-N3-(piperidin-4-yl)bicyclo[1.1.1]pentane-1,3-dicarboxamide NC1=NC=C(C=N1)NC(=O)C12CC(C1)(C2)C(=O)N(C2CCNCC2)C